(2S)-2-aminopropionic acid cyclohexyl ester hydrochloride Cl.C1(CCCCC1)OC([C@H](C)N)=O